rac-N-((1R,3r)-3-(5-(5-ethoxypyridin-2-yl)-4-(2-fluorophenyl)-4H-1,2,4-triazol-3-yl)cyclobutyl)-5-(1-hydroxyethyl)pyridineamide C(C)OC=1C=CC(=NC1)C=1N(C(=NN1)C1CC(C1)NC(=O)C1=NC=C(C=C1)[C@@H](C)O)C1=C(C=CC=C1)F |r|